NC1=NC=CC(=C1)C(=O)OC methyl 2-aminopyridine-4-carboxylate